C(CCCCCCC\C=C/CCCCCCCC)=O (9Z)-9-octadecenal